C(C1=CC=CC=C1)OC(=O)NC1=CC(=NN1)C1C=C(CC1)C1=NNC(=C1)C(=O)OC methyl 3-(3-(5-(((benzyloxy)carbonyl)amino)-1H-pyrazol-3-yl)cyclopent-1-en-1-yl)-1H-pyrazole-5-carboxylate